C1(CCCCC1)CN[C@H]1CN(CCC1)C(=O)OC(C)(C)C tert-butyl (R)-3-((cyclohexylmethyl)amino)piperidine-1-carboxylate